FC1CN(CC1)CCOC1=CC=C(C=N1)C1NC(CC2=C1NC1=CC=CC=C21)C 1-(6-(2-(3-fluoropyrrolidin-1-yl)ethoxy)pyridin-3-yl)-3-methyl-2,3,4,9-tetrahydro-1H-pyrido[3,4-b]Indole